3-(pyridin-3-ylmethyl-amino)benzoic acid N1=CC(=CC=C1)CNC=1C=C(C(=O)O)C=CC1